CN1CC(C1)(C)[C@@](C=1C=C(C=CC1)C1=NC(=NO1)CC1CN(C1)C(C)=O)(C1=CC=C(C=C1)C(C)C)O 1-[3-(5-{3-[(S)-(1,3-Dimethyl-azetidin-3-yl)-hydroxy-(4-isopropyl-phenyl)-methyl]-phenyl}-[1,2,4]oxadiazol-3-ylmethyl)-azetidin-1-yl]-ethanone